2,2'-{[(methyl-1H-benzotriazole-1-yl)methyl]Imino}bisethanol CC1=CC=CC=2N(N=NC21)CN(CCO)CCO